C1(=CC=CC=C1)C(N1CC(C1)=C(C(C)O)C)C1=CC=CC=C1 3-(1-Diphenylmethyl-azetidin-3-ylidene)-butan-2-ol